OCCCC1=NC=C(C=C1)B1OC(C(O1)(C)C)(C)C 3-hydroxypropyl-5-(4,4,5,5-tetramethyl-1,3,2-dioxaborolan-2-yl)pyridine